BrC1=CC(=C(OC[C@@H]2CN(CC2)C2=NC=C(C=N2)Cl)C=C1)F (S)-2-(3-((4-bromo-2-fluorophenoxy)methyl)pyrrolidin-1-yl)-5-chloropyrimidine